C(N)(OC1=C(C=C(C=C1)C=1C=CC2=C(C=CS2)C1)N)=O (2-amino-4-(benzothien-5-yl) phenyl) carbamate